OB1OCC2=C1C(=C(C=C2)C(=O)N[C@@H](C(C)C)C(=O)OCC2=CC(=CC=C2)F)C 3-fluorobenzyl (1-hydroxy-7-methyl-1,3-dihydrobenzo[c][1,2]oxaborole-6-carbonyl)-L-valinate